6-(difluoromethoxy)-4-(trifluoromethyl)isoindolin-1-one FC(OC1=CC(=C2CNC(C2=C1)=O)C(F)(F)F)F